C(C1=CC=CC=C1)OC1=C(C(=C(C(=O)OC)C(=C1C)C)O)C Methyl 4-(benzyloxy)-2-hydroxy-3,5,6-trimethylbenzoate